2α-acetoxy-3β,7β-dimethoxy-5β-cholanic acid methyl ester COC(CC[C@@H](C)[C@H]1CC[C@H]2[C@@H]3[C@H](C[C@@H]4C[C@H]([C@@H](C[C@]4(C)[C@H]3CC[C@]12C)OC(C)=O)OC)OC)=O